CC1(CN(C1)C1=C(C=C(C=N1)C=1C(=C(C=CC1)CO)F)F)C {3-[6-(3,3-Dimethylazetidin-1-yl)-5-fluoropyridin-3-yl]-2-fluorophenyl}methanol